CON(C(CC)=O)C N-Methoxy-N-methyl-propionamide